(2S)-2-[4-(2-Chloropyrimidin-5-yl)-1,2,3-triazol-1-yl]-3-methylbutanoic acid methyl ester COC([C@H](C(C)C)N1N=NC(=C1)C=1C=NC(=NC1)Cl)=O